3-(2-(difluoromethyl)pyridin-4-yl)-2-(4-fluorophenyl)-4,5,6,7-tetrahydropyrazolo[1,5-a]pyrazine FC(C1=NC=CC(=C1)C=1C(=NN2C1CNCC2)C2=CC=C(C=C2)F)F